2-(2'-hydroxy-3'-tert-butyl-5'-methylphenyl)-5-octylsulfonyl-benzotriazole OC1=C(C=C(C=C1C(C)(C)C)C)N1N=C2C(=N1)C=CC(=C2)S(=O)(=O)CCCCCCCC